4-(2-Amino-6-(4-(N,N-dimethyl-sulfamoyl)phenyl)-4-oxo-4,7-dihydro-3H-pyrrolo[2,3-d]pyrimidin-5-yl)-N-methylbenzamide NC=1NC(C2=C(N1)NC(=C2C2=CC=C(C(=O)NC)C=C2)C2=CC=C(C=C2)S(N(C)C)(=O)=O)=O